4-(5-(2,6-dimethylphenoxy)-1-(2-hydroxy-2-methylpropyl)-3-methoxy-1H-indazol-6-yl)-N-ethyl-6-methyl-7-oxo-6,7-dihydro-1H-pyrrolo[2,3-c]pyridine-2-carboxamide CC1=C(OC=2C=C3C(=NN(C3=CC2C=2C3=C(C(N(C2)C)=O)NC(=C3)C(=O)NCC)CC(C)(C)O)OC)C(=CC=C1)C